C(=O)(CCCCCCCCC)OCCCCOC(=O)CCCCCCCCC 1,4-butanediol dicaprate